C(C)N(CC)CCN(CCOC(N(CCCCCCCCCCC(=O)OCC(CCCCCC)CCCCCC)CCCCCC)=O)CCOC(CCCCCCC)=O 2-hexyloctyl 3-ethyl-11-hexyl-6-(2-(octanoyloxy) ethyl)-10-oxo-9-oxa-3,6,11-triazaheneicosane-21-carboxylate